N-((1R,3S)-3-aminocyclopentyl)-4-(7H-pyrrolo[2,3-d]pyrimidin-4-yl)-3,4-dihydro-2H-1,4-thiazine-6-carboxamide hydrochloride Cl.N[C@@H]1C[C@@H](CC1)NC(=O)C1=CN(CCS1)C=1C2=C(N=CN1)NC=C2